3-endo-(8-{2-[cyclohexylmethyl-(1-hydroxycyclopropanecarbonyl)-amino]ethyl}-8-aza-bicyclo[3.2.1]oct-3-yl)-benzamide TFA salt OC(=O)C(F)(F)F.C1(CCCCC1)CN(CCN1C2CC(CC1CC2)C=2C=C(C(=O)N)C=CC2)C(=O)C2(CC2)O